IC1=CC=C(C=C1)C(C)=O 1-(4-iodophenyl)ethan-1-on